(-)-(2S)-N-{4-[cis-3-Anilino-4-oxo-1,4,5,5a,6,7,8,8a-octahydrocyclopenta[b]pyrrolo[2,3-d]pyridin-2-yl]pyridin-2-yl}-4,4-difluoro-2-(4-fluorophenyl)butanamid N(C1=CC=CC=C1)C1=C(NC=2[C@@H]3[C@H](NC(C21)=O)CCC3)C3=CC(=NC=C3)NC([C@@H](CC(F)F)C3=CC=C(C=C3)F)=O